ethyl 2-((2S,4S)-4-(3-(4-bromo-3-(trifluoromethyl)phenoxy)propyl)-2-methylpiperidin-1-yl)acetate BrC1=C(C=C(OCCC[C@@H]2C[C@@H](N(CC2)CC(=O)OCC)C)C=C1)C(F)(F)F